bromo-2'-(4-methoxybenzyl)-4'-methyl-spiro[cyclohexane-1,1'-isoindoline] BrC1N(C2(C3=CC=CC(=C13)C)CCCCC2)CC2=CC=C(C=C2)OC